C(C)(C)C=1C(=NSC1C(=O)O)C1=CC=CC=C1 4-ISOPROPYL-3-PHENYLISOTHIAZOLE-5-CARBOXYLIC ACID